2-(4-cyclopropyl-6-methoxypyrimidin-5-yl)-6-((4-(1-methyl-4-(trifluoromethyl)-1H-imidazol-2-yl)benzyl)oxy)-9-(tetrahydro-2H-pyran-2-yl)-9H-purine C1(CC1)C1=NC=NC(=C1C1=NC(=C2N=CN(C2=N1)C1OCCCC1)OCC1=CC=C(C=C1)C=1N(C=C(N1)C(F)(F)F)C)OC